[Ru].C1(=CC=CCC1)C1=C(C=CC=C1)CC (1,3-cyclohexadienyl)(ethylbenzene) ruthenium